C(C)(C)(C)OC(/C=C/OC1=C(C=CC=C1F)C1(CC=CCC1)OCOC(=O)N1CC2(CC1C)NC(COC2)=O)=O ({[(2-{[(1E)-3-(tert-butoxy)-3-oxoprop-1-en-1-yl]oxy}-3-fluorophenyl)cyclohex-3-en-1-yl]oxy}methyl)-3-methyl-7-oxo-9-oxa-2,6-diazaspiro[4.5]decane-2-carboxylate